CC1=NC(=NC2=CC=CC=C12)C dimethylquinazolin